N-(4-((Benzyloxy)methyl)phenyl)-3-(6-methyl-5-(methylsulfonamido)pyrazin-2-yl)benzamide C(C1=CC=CC=C1)OCC1=CC=C(C=C1)NC(C1=CC(=CC=C1)C1=NC(=C(N=C1)NS(=O)(=O)C)C)=O